(3aR,5R,6aR)-5-(hydroxymethyl)-2,2-dimethyl-6-vinyltetrahydrofurano[2,3-d][1,3]dioxol-6-ol OC[C@@H]1C([C@@H]2[C@@H](OC(O2)(C)C)O1)(O)C=C